CNC(C)C=1N=C(C2=CC=CC=C2C1)N 1-(methylamino)ethyl-isoquinolin-1-amine